3-cyano-N-((1s,3s)-3-((5-(4-(hydroxymethyl)oxazol-2-yl)-1H-pyrrolo[2,3-b]pyridin-4-yl)amino)cyclobutyl)benzenesulfonamide C(#N)C=1C=C(C=CC1)S(=O)(=O)NC1CC(C1)NC1=C2C(=NC=C1C=1OC=C(N1)CO)NC=C2